FC(C=1C=C(C=CC1)C1=C(C(C(C1(F)F)(F)F)(F)F)C1=CC(=CC=C1)C(F)(F)F)(F)F 1,2-bis(3-trifluoromethylphenyl)-3,3,4,4,5,5-hexafluoro-cyclopentene